(6-(cyclohexylmethyl)pyridazin-3-yl)-1-methyl-6-oxo-1,4,5,6-tetrahydropyridazine-3-carboxamide C1(CCCCC1)CC1=CC=C(N=N1)C1C(=NN(C(C1)=O)C)C(=O)N